4-amino-7-fluoro-N-methyl-N-((3R)-6-(methylsulfonyl)-2,3-dihydro-1-benzo-furan-3-yl)-1,3-dihydrofuro[3,4-c]-quinoline-8-carboxamide NC1=NC=2C=C(C(=CC2C2=C1COC2)C(=O)N([C@H]2COC1=C2C=CC(=C1)S(=O)(=O)C)C)F